COC1=CC=2N(C=C1)C(=CN2)C2=C(C=C(N)C=C2)C(F)(F)F 4-(7-Methoxyimidazo[1,2-a]pyridin-3-yl)-3-(trifluoromethyl)aniline